S(C)(=O)(=O)OC1=C(C=CC(=C1)C)C(C)C thymol mesylate